methyl 2,4-divinyl-5-hexenoate C(=C)C(C(=O)OC)CC(C=C)C=C